BrC[C@@H]1N(C[C@@H](C1)C1=CC=CC=C1)S(=O)(=O)C1=NC=CC(=C1)CO[Si](C)(C)C(C)(C)C cis-2-((2-(bromomethyl)-4-phenylpyrrolidin-1-yl)sulfonyl)-4-(((tert-butyldimethylsilyl)oxy)methyl)pyridine